ClC1=C(O[C@@H](C(=O)O)C)C=CC(=C1)Cl R-2,4-dichlorophenoxypropionic acid